C1=CC=C(C=C1)CN=CC2=CC=CC=C2 N-benzylideneBenzylamine